CN1C(=NC(=C1)C(F)(F)F)C1CN(CCC1)C1=NC(=NC=C1)C1=CN=C2N1C=C(N=C2)C(F)(F)F 3-(4-(3-(1-Methyl-4-(trifluoromethyl)-1H-imidazol-2-yl)piperidin-1-yl)pyrimidin-2-yl)-6-(trifluoromethyl)imidazo[1,2-a]pyrazine